NN1C(=NC(=C1C(=O)N)C1=CC=C(C=C1)C(NC1=NC=CC=C1)=O)[C@H]1N(CCCC1)C(\C(=C\C1CC1)\C#N)=O (S,E)-1-amino-2-(1-(2-cyano-3-cyclopropylacryloyl)piperidin-2-yl)-4-(4-(pyridin-2-ylcarbamoyl)phenyl)-1H-imidazole-5-carboxamide